hydroxyethyl-imidazole bromide [Br-].OCCC=1NC=CN1